2-(pyrrolidin-1-yl)pyridine dihydrochloride Cl.Cl.N1(CCCC1)C1=NC=CC=C1